8-((4-fluorobenzyl)oxy)-3,6-dimethyl-1,2,3,4,5,6-hexahydroazepino[4,5-b]indole FC1=CC=C(COC=2C=CC=3C4=C(N(C3C2)C)CCN(CC4)C)C=C1